(2S)-4-hydroxy-1-(6-oxo-6-undecoxy-hexyl)pyrrolidine-2-carboxylic acid [8-(1-hexylheptyloxy)-8-oxo-octyl] ester C(CCCCC)C(CCCCCC)OC(CCCCCCCOC(=O)[C@H]1N(CC(C1)O)CCCCCC(OCCCCCCCCCCC)=O)=O